Ethyl 1-(3,4-dichloro-2-oxo-2H-[1,3'-bipyridin]-6'-yl)-5-(trifluoromethyl)-1H-pyrazole-4-carboxylate ClC=1C(N(C=CC1Cl)C=1C=NC(=CC1)N1N=CC(=C1C(F)(F)F)C(=O)OCC)=O